ClC=1C=C(C=NC1OCC1(CC1)C)C(=O)N1CCN(CC1)C=1OC=2C(=NC(=CC2)Cl)N1 [5-chloro-6-[(1-methylcyclopropyl)methoxy]-3-pyridyl]-[4-(5-chlorooxazolo[4,5-b]pyridin-2-yl)piperazin-1-yl]methanone